Tert-butyl-(2R,4S)-4-{4-cyano-3-[2-(1-cyclopropyl-6-fluoro-1,3-benzodiazol-5-yl)ethynyl]-5-{[(4-methoxyphenyl)methyl]amino}pyrazol-1-yl}-2-(methoxymethyl)pyrrolidine C(C)(C)(C)N1[C@H](C[C@@H](C1)N1N=C(C(=C1NCC1=CC=C(C=C1)OC)C#N)C#CC1=CC2=C(N(C=N2)C2CC2)C=C1F)COC